FC(C=1C(=CN(C(C1)=O)C)C1=C2CCN(C(C2=CC(=C1)CCN(C)CC)=O)[C@@H](C)C1=NC=C(C#N)C(=C1)OCC)F (S)-6-(1-(5-(4-(difluoromethyl)-1-methyl-6-oxo-1,6-dihydropyridin-3-yl)-7-(2-(ethyl(methyl)amino)ethyl)-1-oxo-3,4-dihydroisoquinolin-2(1H)-yl)ethyl)-4-ethoxynicotinonitrile